FC1(C(OC2=C(C(=C(C(=C2F)F)OC2(C(C(C(C(=C2F)F)C(=O)O)(C(=O)O)F)(F)F)F)F)F)(C(=C(C(C1(C(=O)O)F)C(=O)O)F)F)F)F 1,4-bis(2,5,6-trifluoro-3,4-dicarboxyltrifluorophenoxy)tetrafluorobenzene